C1(=CC=CC=C1)COCCC=1C=C(C=NC1)[C@@](O)(C1=CC=C(C=C1)C(C)C)C1(CN(C1)C)C (R)-[5-(2-Phenylmethyloxy-ethyl)-pyridin-3-yl]-(1,3-dimethyl-azetidin-3-yl)-(4-isopropyl-phenyl)-methanol